F[P-](F)(F)(F)(F)F.ClC=1C=CC2=C(N(N=N2)O[P+](N2CCCC2)(N2CCCC2)N2CCCC2)C1 (6-chloro-benzotriazol-1-yloxy)tris(pyrrolidino)-phosphonium hexafluorophosphate